C=C(CC)C1(C(C=CC2=CC=CC=C12)C1=CC=CC=C1)O 1-(but-1-en-2-yl)-2-phenylnaphthol